(R)-N-((1R,4R)-4-(2-(dimethylamino)ethoxy)-4-(trifluoromethyl)cyclohexyl)-4-(5-(5-fluoro-2-methoxypyridin-4-yl)-1H-pyrazole-3-carbonyl)-4-azaspiro[2.5]octane-7-carboxamide CN(CCOC1(CCC(CC1)NC(=O)[C@@H]1CCN(C2(CC2)C1)C(=O)C1=NNC(=C1)C1=CC(=NC=C1F)OC)C(F)(F)F)C